(R)-5-(((4-(3,3'-dichloro-2'-(1-methyl-3-(((((R)-5-oxopyrrolidin-2-yl)methyl)amino)methyl)-1H-indol-6-yl)-[4,4'-bipyridin]-2-yl)-2-methoxybenzyl)amino)methyl)pyrrolidin-2-one ClC=1C(=NC=CC1C1=C(C(=NC=C1)C1=CC=C2C(=CN(C2=C1)C)CNC[C@@H]1NC(CC1)=O)Cl)C1=CC(=C(CNC[C@H]2CCC(N2)=O)C=C1)OC